2-bromo-1-(pyridin-2-yl)ethane-1-one tert-butyl-4-(3-((2-(cyclopropanecarboxamido)thiazol-5-yl)thio)-2-fluoro-6-methoxy-4-methylbenzoyl)-3,3-dimethylpiperazine-1-carboxylate C(C)(C)(C)OC(=O)N1CC(N(CC1)C(C1=C(C(=C(C=C1OC)C)SC1=CN=C(S1)NC(=O)C1CC1)F)=O)(C)C.BrCC(=O)C1=NC=CC=C1